C(C=C)(=O)OC1=C(C=O)OC=C1 acryloxyfurfural